C(C)OC(C(C(C)=NOC(C)C)=CNC(=O)NCC=C)=O 2-((3-allylureido)methylene)-3-(isopropoxyimino)butanoic acid ethyl ester